(E)-3-(4-(methoxycarbonyl)phenyl)acrylic acid COC(=O)C1=CC=C(C=C1)/C=C/C(=O)O